2-[4-(dimethylamino)butanoylamino]-N,N'-bis[(9Z,12Z)-octadeca-9,12-dienyl]butanediamide CN(CCCC(=O)NC(C(=O)NCCCCCCCC\C=C/C\C=C/CCCCC)CC(=O)NCCCCCCCC\C=C/C\C=C/CCCCC)C